palladium tetrakis(diphenyl[4-(N,N-dimethylamino)phenyl]phosphine) C1(=CC=CC=C1)P(C1=CC=C(C=C1)N(C)C)C1=CC=CC=C1.C1(=CC=CC=C1)P(C1=CC=C(C=C1)N(C)C)C1=CC=CC=C1.C1(=CC=CC=C1)P(C1=CC=C(C=C1)N(C)C)C1=CC=CC=C1.C1(=CC=CC=C1)P(C1=CC=C(C=C1)N(C)C)C1=CC=CC=C1.[Pd]